C(C)(C)(C)OC(=O)N1CCC=2C=CC(=NC2C1)NC=1C2=C(C(=NC1)C1=C3C(=NC=C1)N(C=C3)C)CNC2=O ((4-(1-methyl-1H-pyrrolo[2,3-b]pyridin-4-yl)-1-oxo-2,3-dihydro-1H-pyrrolo[3,4-c]pyridin-7-yl)amino)-5,8-dihydro-1,7-naphthyridine-7(6H)-carboxylic acid tert-butyl ester